1-methyl-4,5,6,7-tetrahydro-1H-imidazo[4,5-c]pyridin CN1C=NC=2CNCCC21